1-N'-[4-(6-carbamoyl-7-methoxyquinolin-4-yl)oxy-3-fluorophenyl]-1-N-(4-fluorophenyl)cyclopropane-1,1-dicarboxamide C(N)(=O)C=1C=C2C(=CC=NC2=CC1OC)OC1=C(C=C(C=C1)NC(=O)C1(CC1)C(=O)NC1=CC=C(C=C1)F)F